1-(4-(6-amino-5-(trifluoromethyl)pyridin-3-yl)-1-(3-(4,4-difluoropiperidin-1-yl)bicyclo[1.1.1]pentan-1-yl)-1H-imidazol-2-yl)-2-methylpropan-1-ol NC1=C(C=C(C=N1)C=1N=C(N(C1)C12CC(C1)(C2)N2CCC(CC2)(F)F)C(C(C)C)O)C(F)(F)F